ClC=1C=C(C=CC1OCC1=NC=CC=C1)NC1=C(C=NC2=CC(=C(C=C12)NC(C=CC1N(CCC1)C)=O)OCC)C#N N-(4-(3-chloro-4-(pyridine-2-yl-methoxy)phenylamino)-3-cyano-7-ethoxyquinolin-6-yl)-3-(1-methylpyrrolidine-2-yl)-acrylamide